[B].[Fe].O[Rb] hydroxyrubidium iron boron